C(C1=CC=CC=C1)OC1=C2C(=CNC2=C(C=C1)C)C(C(=O)N(C(C)C)C(C)C)=O 2-(4-(benzyloxy)-7-methyl-1H-indol-3-yl)-N,N-diisopropyl-2-oxoacetamide